3-Acetamido-5-(2-((3aR,5r,6aS)-2-(tert-butoxycarbonyl)octahydrocyclopenta[c]pyrrol-5-yl)ethyl)-1H-indole-1-carboxylic acid tert-butyl ester C(C)(C)(C)OC(=O)N1C=C(C2=CC(=CC=C12)CCC1C[C@@H]2[C@@H](CN(C2)C(=O)OC(C)(C)C)C1)NC(C)=O